C(C=C)C=1C=C(C=CC1)O m-allyl-phenol